3-Acryloylamino-1-propanol C(C=C)(=O)NCCCO